Cl.NC12C(NC(C(C1)C2)=O)=O 1-amino-3-azabicyclo[3.1.1]heptane-2,4-dione hydrochloride